NC1=C2C(=NC=N1)N(N=C2C2=CC=C(C=C2)OC2=CC=CC=C2)C2CCN(CC2)CC2=C(C(=NC=C2)C2C(NC(CC2)=O)=O)F 3-(4-((4-(4-amino-3-(4-phenoxyphenyl)-1H-pyrazolo[3,4-d]pyrimidin-1-yl)piperidin-1-yl)methyl)-3-fluoropyridin-2-yl)piperidine-2,6-dione